FC(CCC1N(S(C2=C(N(C1)C1CC(C1)(F)F)C=C(C(=C2)OCC=2C(=NC=CC2)C(=O)O)C(F)(F)F)(=O)=O)C)(C)F 3-(((3-(3,3-difluorobutyl)-5-(3,3-difluorocyclobutyl)-2-methyl-1,1-dioxido-7-(trifluoromethyl)-2,3,4,5-tetrahydrobenzo[f][1,2,5]thiadiazepin-8-yl)oxy)methyl)picolinic acid